C(C(O)C1=CC=CC=C1)(=O)O.CC1=CC=C(C[C@@H]2NCCC=3CCCCC23)C=C1 (S)-1-(4-methylbenzyl)-1,2,3,4,5,6,7,8-octahydroisoquinoline mandelate